CC=1C=NN(C1C1CCN(C2CC12)C(=O)OC(C)(C)C)C1COC1 tert-Butyl 5-(4-methyl-1-(oxetan-3-yl)-1H-pyrazol-5-yl)-2-azabicyclo[4.1.0]heptane-2-carboxylate